BrC=1C=C(C=C(C1)Cl)[C@H]1N(C[C@](CC1)(C)O)C(=O)OC(C)(C)C |r| tert-butyl rac-(2S,5R)-2-(3-bromo-5-chloro-phenyl)-5-hydroxy-5-methyl-piperidine-1-carboxylate